2-Iodonicotinic acid IC1=C(C(=O)O)C=CC=N1